CC1=NC=C2N1C=C(C(=C2)C(=O)O)OC2=CC=C(C=C2)OCCOC2CCOCC2 3-methyl-6-[4-(2-tetrahydropyran-4-yloxyethoxy)phenoxy]imidazo[1,5-a]pyridine-7-carboxylic acid